C(C1=CC=CC=C1)OC(=O)N1CCN(CC1)CCC#C 4-(but-3-yn-1-yl)piperazine-1-carboxylic acid benzyl ester